(8-bromoquinolin-3-yl)(4,4-difluoropiperidine-1-yl)methanone BrC=1C=CC=C2C=C(C=NC12)C(=O)N1CCC(CC1)(F)F